2-(2-chlorophenyl)-N-(4-(cyclobutyloxymethyl)-3-sulfamylphenyl)acetamide ClC1=C(C=CC=C1)CC(=O)NC1=CC(=C(C=C1)COC1CCC1)S(N)(=O)=O